methylcarbamoyl-3-phenyl-2,3-dihydrobenzofuran-5-carboxylate CNC(=O)OC(=O)C=1C=CC2=C(C(CO2)C2=CC=CC=C2)C1